ClCC1=C(C=CC(=C1)C)NS(=O)(=O)C1=CC=C(C=C1)C N-(2-(chloromethyl)-4-methylphenyl)-4-methylbenzenesulfonamide